2-cyanoethylpiperidine C(#N)CCN1CCCCC1